BrC1=CC(=NC=C1)C#N 4-bromopyridine-2-carbonitrile